C(C1=CC=CC=C1)N1N=CC2=C1N=C(C=C2O)C2CC2 benzyl-6-cyclopropyl-1H-pyrazolo[3,4-b]Pyridin-4-ol